7-(5-chloro-2-((3,3-difluorocyclobutyl)amino)pyridine-4-yl)-2-(5-fluoro-2-(hydroxymethyl)benzyl)-3,4-dihydropyrrolo[1,2-a]pyrazine-1(2H)-one ClC=1C(=CC(=NC1)NC1CC(C1)(F)F)C=1C=C2N(CCN(C2=O)CC2=C(C=CC(=C2)F)CO)C1